6-(1,1-difluoroethyl)nicotinonitrile FC(C)(F)C1=NC=C(C#N)C=C1